CN1N=NN=C1NC=1C(=CC=CC1)N N1-(1-methyl-1H-tetrazol-5-yl)benzene-1,2-diamine